COC(=O)[C@H]1N(C\C(\C1)=C/C#N)C(=O)OC(C)(C)C (2s,4z)-4-(cyanomethylene)pyrrolidine-1,2-dicarboxylic acid 1-tert-butyl 2-methyl ester